3-(2,4,7-trimethyl-1-oxooct-6-en-4-yl)benzonitrile CC(C=O)CC(CC=C(C)C)(C)C=1C=C(C#N)C=CC1